methyl 4-bromo-2-(dimethylamino)benzoate Sodium hydride [H-].[Na+].BrC1=CC(=C(C(=O)OC)C=C1)N(C)C